C(C=C(C)CCC=C(C)CCC=C(C)C)[Na] farnesyl-sodium